ClC=1C(=C(C(=NC1)NC1=CC=NN1C)F)I 5-chloro-3-fluoro-4-iodo-N-(1-methyl-1H-pyrazol-5-yl)pyridin-2-amine